6-[1-aminoethyl]-2H-1,4-benzoxazin-3(4H)-one NC(C)C=1C=CC2=C(NC(CO2)=O)C1